N[C@@H](C(=O)OC)CNC(C1=CC(=CC(=C1)F)C1=C(C(=NN1CC)C)Cl)=O (R)-methyl 2-amino-3-(3-(4-chloro-1-ethyl-3-methyl-1H-pyrazol-5-yl)-5-fluorobenzamido)propanoate